C(#N)N1C[C@H]([C@@H](C1)C=1C=NC=NC1)C(=O)NC=1SC(=CN1)C1=CC=CC=C1 (3S,4R)-1-cyano-N-(5-phenylthiazol-2-yl)-4-(pyrimidin-5-yl)pyrrolidine-3-carboxamide